1,2,3,4,5,6-hexa(β-Cyanoethoxy)hexane C(#N)CCOCC(C(C(C(COCCC#N)OCCC#N)OCCC#N)OCCC#N)OCCC#N